(6S)-2-(4-fluorophenyl)-6-methyl-5,6-dihydro-4H-pyrrolo[1,2-b]Pyrazole FC1=CC=C(C=C1)C=1C=C2N(N1)[C@H](CC2)C